2-((2-((tert-butyldimethylsilyl)oxy)ethyl)amino)ethan-1-ol [Si](C)(C)(C(C)(C)C)OCCNCCO